ClC=1C(=C2C(=NC1COC)CN(C2)C(=O)[C@H]2CN(CC2)C=2C=NC=CC2)C [3-Chloro-2-(methoxymethyl)-4-methyl-5,7-dihydropyrrolo[3,4-b]pyridin-6-yl]-[(3R)-1-(3-pyridyl)pyrrolidin-3-yl]methanon